(3S)-3-(4-fluorophenoxymethyl)-2-{[6-methyl-3-(1,3-thiazol-2-yl)pyridin-2-yl]carbonyl}-2-azabicyclo[3.1.1]heptane FC1=CC=C(OC[C@H]2N(C3CC(C2)C3)C(=O)C3=NC(=CC=C3C=3SC=CN3)C)C=C1